5-bromo-1-butoxy-2,3-dichlorobenzene BrC=1C=C(C(=C(C1)OCCCC)Cl)Cl